N-biphenylyl-N-phenyl-N-(3-methylphenyl)amine C1(=C(C=CC=C1)N(C1=CC(=CC=C1)C)C1=CC=CC=C1)C1=CC=CC=C1